(1S,2S,4S,5R)-1-(2-Cyanobenzyl)-2-((R)-hydroxy(quinolin-4-yl)methyl)-5-vinylquinuclidin-1-ium bromide [Br-].C(#N)C1=C(C[N@@+]23[C@@H](C[C@@H]([C@H](C2)C=C)CC3)[C@@H](C3=CC=NC2=CC=CC=C32)O)C=CC=C1